COC=1C=C(C=CC1)CCCC(=O)O 4-(3-methoxyphenyl)butyric acid